tertbutyl 4-(6-methyl-3-oxo-heptanoyl)piperazine-1-carboxylate CC(CCC(CC(=O)N1CCN(CC1)C(=O)OC(C)(C)C)=O)C